FC=1C=C(C=C(C1CN(C)CCO)OC)C=1C(=C(C=CC1)C1=C(C(=CC=C1)NC(=O)C=1C(N(C=CC1)C)=O)C)C N-(3''-fluoro-4''-(((2-hydroxyethyl)(methyl)amino)methyl)-5''-methoxy-2,2'-dimethyl-[1,1':3',1''-terphenyl]-3-yl)-1-methyl-2-oxo-1,2-dihydropyridine-3-carboxamide